(1R,3R,4S)-N-((S)-(3-chloro-2,6-difluorophenyl)(4-fluoro-bicyclo[2.2.1]hept-1-yl)methyl)-3-(ethylsulfanamido)-4-hydroxycyclopentane-1-carboxamide ClC=1C(=C(C(=CC1)F)[C@@H](NC(=O)[C@@H]1C[C@H]([C@H](C1)O)NS(=O)CC)C12CCC(CC1)(C2)F)F